C1(=CC=CC=C1)SCC=O (PHENYLSULFANYL)ACETALDEHYDE